CC=1C=C(C(=O)N/N=C(\C)/C2=CC3=CC=CC=C3C=C2)C=CC1 (E)-3-methyl-N'-(1-(naphthalen-2-yl)ethylidene)benzohydrazide